[rac-(5S,7S)-7-Fluoro-5-phenyl-6,7-dihydro-5H-pyrrolo[1,2-b][1,2,4]triazol-2-yl]-[rac-(2R)-2-(trifluoromethyl)pyrrolidin-1-yl]methanon F[C@H]1C[C@H](N2N=C(N=C21)C(=O)N2[C@H](CCC2)C(F)(F)F)C2=CC=CC=C2 |r|